[Se].C(CCCCCCC)N(CCCCCCCC)CCCCCCCC trioctylamine selenium